BrCCCOC=1C=C2CN(CC2=CC1OC)C(=O)OC(C)(C)C tert-butyl 5-(3-bromopropyloxy)-6-methoxy-isoindoline-2-carboxylate